C(C)SC=1C=C(C=NC1C=1C=C2C(=CN1)N(N=C2)CC(C(F)(F)F)(F)F)C2(CC2)C#N 1-[5-ethylsulfanyl-6-[1-(2,2,3,3,3-pentafluoropropyl)pyrazolo[3,4-c]pyridin-5-yl]-3-pyridyl]cyclopropane-carbonitrile